BrC(C(=O)OC)C1=C(C=CC(=C1)C1CC1)OC methyl 2-bromo-2-(5-cyclopropyl-2-methoxyphenyl)acetate